4-Tert-Butylbenzyl Mercaptan C(C)(C)(C)C1=CC=C(CS)C=C1